C(C)(C)(C)OC(=O)N1CCC(CC1)N1C(NC2=C1C=CC(=C2)C#N)=O 4-(5-cyano-2-oxo-2,3-dihydro-1H-1,3-benzodiazol-1-yl)piperidine-1-carboxylic acid tert-butyl ester